6-amino-N-[5-[3-(3,3-dimethylbutoxy)phenyl]-4-(2-propan-2-ylphenyl)-1,3-thiazol-2-yl]pyridine-2-sulfonamide NC1=CC=CC(=N1)S(=O)(=O)NC=1SC(=C(N1)C1=C(C=CC=C1)C(C)C)C1=CC(=CC=C1)OCCC(C)(C)C